disodium 4,5-bis(diphenylphosphino)-9,9-dimethyl-2,7-disulfoxanthene C1(=CC=CC=C1)P(C1=CC(=CC=2C(C3=CC(=CC(=C3OC12)P(C1=CC=CC=C1)C1=CC=CC=C1)S(=O)(=O)O)(C)C)S(=O)(=O)O)C1=CC=CC=C1.[Na].[Na]